[I-].C1(CCCCC1)(CC[N+]1(CCCC1)CC)CC[N+]1(CCCC1)CC.[I-] 1,1'-(cyclohexane-1,1-diylbis(ethane-2,1-diyl))bis(1-ethylpyrrolidin-1-ium) iodide